C(C)(C)(C)C1(C(C(=CC=C1)C(C)(C)C)(C)O)C 2,6-di-t-butyl-xylenol